2-amino-4-methoxy-5'-methoxy-1,2'-binaphthyl NC1=C(C2=CC=CC=C2C(=C1)OC)C1=CC2=CC=CC(=C2C=C1)OC